(R)-5-amino-4-methylpentane-1-ol NC[C@@H](CCCO)C